3-(4,4,5,5-tetramethyl-1,3,2-dioxaborolan-2-yl)-5H,6H,7H-pyrazolo[3,2-b][1,3]oxazine CC1(OB(OC1(C)C)C=1C=NN2C1OCCC2)C